CN1C=CN2N=CC(=C21)C(=O)N2CC1(C2)CC(C1)NC(=O)NC1=CC(=CC=C1)S(=O)(=O)C(F)(F)F 1-(2-(1-methyl-1H-imidazo[1,2-b]pyrazole-7-carbonyl)-2-azaspiro[3.3]heptan-6-yl)-3-(3-((trifluoromethyl)sulfonyl)phenyl)urea